C12(CC(C1)C2)C(=O)N2[C@H]([C@]1(C[C@H]2C)NC(COC1)=O)CO[C@@H]1CC[C@@H](CC1)C1=CC=CC=C1 (1R,3R,5S)-2-{bicyclo[1.1.1]pentane-1-carbonyl}-3-methyl-1-({[(cis)-4-phenylcyclohexyl]oxy}methyl)-9-oxa-2,6-diazaspiro[4.5]decan-7-one